3-(2-Oxo-6-(4-(piperazin-1-ylmethyl-d2)benzyl)benzo[cd]indol-1(2H)yl)piperidine-2,6-dione O=C1N(C2=CC=C(C=3C2=C1C=CC3)CC3=CC=C(C=C3)C([2H])([2H])N3CCNCC3)C3C(NC(CC3)=O)=O